FC1=CC=C(CC2(CC2)C(=O)N[C@@H]2[C@H](CN(CC2)C(=O)OC(C)(C)C)C)C=C1 tert-butyl (3S,4S)-4-(1-(4-fluorobenzyl)cyclopropane-1-carboxamido)-3-methylpiperidine-1-carboxylate